C(C)OC(=O)C=1N=CSC1CCCOC1=CC=C(C=C1)OCCN1CCCC1 5-(3-{4-[2-(pyrrolidin-1-yl)ethoxy]Phenoxy}propyl)-1,3-thiazole-4-carboxylic acid ethyl ester